[3-[4-(7H-pyrrolo-[2,3-d]pyrimidin-4-yl)-1H-pyrazol-1-yl]-1-(1-{[2-(trifluoromethyl)-pyrimidin-4-yl]-carbonyl}piperidin-4-yl)azetidin-3-yl]-acetonitrile N1=CN=C(C2=C1NC=C2)C=2C=NN(C2)C2(CN(C2)C2CCN(CC2)C(=O)C2=NC(=NC=C2)C(F)(F)F)CC#N